1-[6-(2-aza-spiro[3.3]hept-2-yl)-2-methyl-pyridin-3-ylmethyl]-1H-pyrazole-4-carboxylic acid C1N(CC12CCC2)C2=CC=C(C(=N2)C)CN2N=CC(=C2)C(=O)O